O[C@H]1COCC[C@@H]1N1C=NC2=C(C(=C(C=C2C1=O)CC=1C=NC(=CC1)C=1N=NN(C1)C)C)C 3-((3R,4S)-3-hydroxytetrahydro-2H-pyran-4-yl)-7,8-dimethyl-6-((6-(1-methyl-1H-1,2,3-triazol-4-yl)pyridin-3-yl)methyl)quinazolin-4(3H)-one